[N+](=O)([O-])C1=CC=C(S1)C(=O)NC1=C2C(=NC(=N1)C1=CC=C(C=C1)OC(F)(F)F)N(N=C2)C2=NC=C(C=C2)C(F)(F)F 5-Nitro-N-(6-(4-(trifluoromethoxy)phenyl)-1-(5-(trifluoromethyl)pyridin-2-yl)-1H-pyrazolo[3,4-d]pyrimidin-4-yl)thiophene-2-carboxamide